BrC=1C=CC2=C(NC(=N2)[C@H]2N(CCC3=C2N=CN3)C(CC3CC3)=O)C1 (S)-1-(4-(6-bromo-1H-benzo[d]imidazol-2-yl)-6,7-dihydro-1H-imidazo[4,5-c]pyridin-5(4H)-yl)-2-cyclopropylethanone